(R)-(+)-1-phenyl-1-butanol CCC[C@H](C1=CC=CC=C1)O